1,3-dihydro-7-nitro-5-(2-chlorophenyl)-2H-1,4-benzodiazepine [N+](=O)([O-])C=1C=CC2=C(C(=NCCN2)C2=C(C=CC=C2)Cl)C1